4-ethynyl-N-methyl-piperidine-1-carboxamide C(#C)C1CCN(CC1)C(=O)NC